BrC1=CC=C(C=C1)[C@H]1[C@@H](C1)/C=C/C(=O)OCC Ethyl (2E)-3-[(trans)-2-(4-bromophenyl)cyclopropyl]-2-propenoate